5-Hydroxymethylnorbornene OCC1C2C=CC(C1)C2